N1=C(C=CC=C1)N1CCN(CC1)C1=CC=C(C(=N1)N)N 6-[4-(2-pyridinyl)piperazin-1-yl]pyridine-2,3-diamine